2-diazo-3-oxopentanoic acid 4-nitrobenzyl ester [N+](=O)([O-])C1=CC=C(COC(C(C(CC)=O)=[N+]=[N-])=O)C=C1